amphetaminium [NH3+]C(C)CC1=CC=CC=C1